Cl.N=1C=NN2C1C=C(C=C2)OC2=C(C=C(C=C2)NC2=NC=NC1=CC=C(C(=C21)OC)C=2CCNCC2)C N-(4-([1,2,4]triazolo[1,5-a]pyridin-7-yloxy)-3-methylphenyl)-5-methoxy-6-(1,2,3,6-tetrahydropyridin-4-yl)quinazolin-4-amine hydrochloride